ClC1=C(C=CC=C1)NC=O N-(2-chlorophenyl)carboxamide